BrC1=CC=C(OC2=CC=C(C=C2)C=2NC=3N(N=CC3C3CCNCC3)C2)C=C1 2-(4-(4-bromophenoxy)phenyl)-7-(piperidin-4-yl)-1H-imidazo[1,2-b]Pyrazole